2-acetyl-3-(methylamino)-N-phenylbut-2-enylthioamide C(C)(=O)C(CS[NH-])=C(CC1=CC=CC=C1)NC